C(C)(C)[C@@H]([C@H](N)C(=O)O)O (2S,3S)-β-isopropylserine